C(C)N1C(N(C2=C(C(=CC=3C2=C1N=CN3)C([2H])([2H])O)F)CC3=CC=C(C=C3)OC)=O 3-Ethyl-9-fluoro-8-(hydroxymethyl-d2)-1-(4-methoxybenzyl)-1H-pyrimido[4,5,6-de]quinazolin-2(3H)-one